6-(2-(4-(2-chloro-6-methylpyrimidin-4-yl)-1H-1,2,3-triazol-1-yl)-5-iodophenyl)-6-azaspiro[2.5]octane ClC1=NC(=CC(=N1)C=1N=NN(C1)C1=C(C=C(C=C1)I)N1CCC2(CC2)CC1)C